(S)-2,2-difluoro-N-(4-(5-fluoro-4-methyloxazol-2-yl)-5-(trifluoromethyl)pyridin-2-yl)cyclopropane-1-carboxamide FC1([C@@H](C1)C(=O)NC1=NC=C(C(=C1)C=1OC(=C(N1)C)F)C(F)(F)F)F